acryloxypropenyl-trimethoxysilane Benzyl-(S)-2-(1-(4-(2-fluoro-3-methoxyphenoxy)phenyl)-8-methylimidazo[1,5-a]pyrazin-3-yl)piperidine-1-carboxylate C(C1=CC=CC=C1)OC(=O)N1[C@@H](CCCC1)C1=NC(=C2N1C=CN=C2C)C2=CC=C(C=C2)OC2=C(C(=CC=C2)OC)F.C(C=C)(=O)OCC=C[Si](OC)(OC)OC